C1(CC1)CC=1N(C=C(C1CC1=CC(=C(C=C1)S(N)(=O)=O)F)C1=CC(=CC=C1)C#CC1CC(C1)(F)F)C=1SC=C(N1)C(=O)O 2-(2-(cyclopropylmethyl)-4-(3-((3,3-difluorocyclobutyl)ethynyl)phenyl)-3-(3-fluoro-4-sulfamoylbenzyl)-1H-pyrrol-1-yl)thiazole-4-carboxylic acid